C(C)C(C(=O)O)CCCCCCCC.O(C(=O)CCCCCCCCC)CC ethyl caprate (ETHYL CAPRINATE)